4-(2-methoxyethoxy)benzaldehyde COCCOC1=CC=C(C=O)C=C1